tert-butyl N-[(3R)-5-[(4-chlorophenyl)methyl]-8-fluoro-1,1,4-trioxo-7-[5-[1-(trifluoromethyl)cyclopropyl]-1,2,4-oxadiazol-3-yl]-2,3-dihydro-1λ6,5-benzothiazepin-3-yl]carbamate ClC1=CC=C(C=C1)CN1C([C@H](CS(C2=C1C=C(C(=C2)F)C2=NOC(=N2)C2(CC2)C(F)(F)F)(=O)=O)NC(OC(C)(C)C)=O)=O